1-(1-benzylpyrrolidine-3-yl)-3-(4-chlorophenyl)thiourea C(C1=CC=CC=C1)N1CC(CC1)NC(=S)NC1=CC=C(C=C1)Cl